NC1=CC(=[N+](C=C1)[O-])\C(\N)=N/NO (E)-4-amino-2-(N'-hydroxyaminocarbamimidoyl)pyridine 1-oxide